dimethylsilyl-(tetramethylcyclopentadienyl)(3-trimethylsilylmethyl-cyclopentadienyl)hafnium C[SiH](C)[Hf](C1C=C(C=C1)C[Si](C)(C)C)C1(C(=C(C(=C1)C)C)C)C